COC[C@@H](CO[C@H]1C(N(CC1)C1CCN(CC1)C1=NC=C(C=N1)C(F)(F)F)=O)NC1=C(C(NN=C1)=O)C(F)(F)F 5-(((S)-1-methoxy-3-(((R)-2-oxo-1-(1-(5-(trifluoromethyl)pyrimidin-2-yl)piperidin-4-yl)pyrrolidin-3-yl)oxy)propan-2-yl)amino)-4-(trifluoromethyl)pyridazin-3(2H)-one